FC1=C(C=CC(=C1C)OC1=CC2=C(N(N=N2)C)C=C1)NC1=NC=NC2=C1N=C(N=C2)N2C[C@H](C[C@@H](C2)C)NC(C=C)=O N-((3S,5S)-1-(8-((2-fluoro-3-methyl-4-((1-methyl-1H-benzo[d][1,2,3]triazol-5-yl)oxy)phenyl)amino)pyrimido[5,4-d]pyrimidin-2-yl)-5-methylpiperidin-3-yl)acrylamide